1,4,7,10-tetraazacyclododecane-1,4,7-tri-yl-triacetic acid tert-butyl ester C(C)(C)(C)OC(CN1CCN(CCN(CCNCC1)CC(=O)O)CC(=O)O)=O